(S)-N-(3-(1-((2-ethyl-2H-pyrazolo[3,4-b]pyrazin-6-yl)amino)ethyl)-4-fluorophenyl)-2-(5-(2-fluoropropan-2-yl)pyridin-2-yl)acetamide C(C)N1N=C2N=C(C=NC2=C1)N[C@@H](C)C=1C=C(C=CC1F)NC(CC1=NC=C(C=C1)C(C)(C)F)=O